N1CC(C1)CC(=O)OC[C@H](CC=1N=CNC(C1O)=O)C1=CC=C(C=C1)C#CC1=CC=C(C=C1)CN1CCOCC1 (R)-1-(3-(5-hydroxy-6-oxo-1,6-dihydropyrimidin-4-yl)-2-(4-((4-(morpholinomethyl) phenyl) ethynyl) phenyl) propyl) azetidin-3-ylacetate